Methyl (S)-4-(4-(2,2-difluoroethyl)piperazin-2-yl)benzoate FC(CN1C[C@@H](NCC1)C1=CC=C(C(=O)OC)C=C1)F